CC1(O[C@](CC[C@H]1O)(C=C)C)C (3R,6R)-2,2,6-trimethyl-6-vinyltetrahydro-2H-pyran-3-ol